7-formyl-N-(4-isopropoxy-5-(5-methoxybenzofuran-2-yl)pyridin-2-yl)-3,4-dihydro-1,8-naphthyridine-1(2H)-carboxamide C(=O)C1=CC=C2CCCN(C2=N1)C(=O)NC1=NC=C(C(=C1)OC(C)C)C=1OC2=C(C1)C=C(C=C2)OC